BrC1=CC(=C(C(=C1)Br)NC(=O)C=1N(N=C(C1)C(F)(F)F)C1=NC=CC=C1Cl)C(N=S(CC)CC)=O N-[4,6-dibromo-2-[(diethyl-lambda4-sulfanylidene)carbamoyl]-phenyl]-2-(3-chloro-2-pyridyl)-5-(trifluoro-methyl)pyrazole-3-carboxamide